[Mn](=O)(=O)(=O)[O-] Anti-permanganate